CN(C1=CC2=C(N=C(S2)C2=CC3=CN(N=C3C=C2)C)C=C1)C1CCNCC1 n-methyl-2-(2-methyl-2H-indazol-5-yl)-N-(piperidin-4-yl)-1,3-benzothiazol-6-amine